5-(3,4-difluorophenyl)-1,3,3,5,7-pentamethyloctahydrobenzo[c]isoxazole FC=1C=C(C=CC1F)C1(CC2C(N(OC2(C)C)C)C(C1)C)C